ONC(C1=CC=C(C=C1)OC1=CC(=NC=C1)C(F)(F)F)=N N-hydroxy-4-(2-(trifluoromethyl)pyridin-4-yloxy)benzimidamide